CC(CN(CC(C)O)C1=CC=CC=C1)O N,N-di(2-hydroxypropyl)aniline